C1CC12OC[C@H](C2)OC2=NN=C(S2)N (S)-5-((4-oxaspiro(2.4)heptan-6-yl)oxy)-1,3,4-thiadiazol-2-amine